C(C1=CC=CC=C1)OC=1C=CC(=NC1)C(=O)N(C)OC 5-benzyloxy-N-methoxy-N-methylpyridineamide